1-((benzyloxy)methyl)-2-phenylbicyclo[1.1.1]pentane C(C1=CC=CC=C1)OCC12C(C(C1)C2)C2=CC=CC=C2